5-(3-Chloro-2-fluoro-6-(1H-tetrazol-1-yl)phenyl)-2-(1-(4-(pyridin-4-yl)-1H-pyrazol-1-yl)-2-((1S*,2R*)-2-(pyrrolidine-1-carbonyl)cyclopropyl)ethyl)pyridine 1-oxide ClC=1C(=C(C(=CC1)N1N=NN=C1)C=1C=CC(=[N+](C1)[O-])C(C[C@H]1[C@@H](C1)C(=O)N1CCCC1)N1N=CC(=C1)C1=CC=NC=C1)F |o1:21,22|